C1(CC1)CS(=O)(=NCC=1N=C2N(C=CC(=C2)C2=NOC(=N2)C(F)(F)F)C1)C (cyclopropylmethyl)(methyl)(((7-(5-(trifluoromethyl)-1,2,4-oxadiazol-3-yl)imidazo[1,2-a]pyridin-2-yl)methyl)imino)-λ6-sulfanone